NC1=C(C=CC(=C1F)NCC1=CC=C(C=C1)C(F)(F)F)NC(CCCC[C@@H](C(CCCCC)F)F)=O (6S)-N-(2-Amino-3-fluoro-4-((4-(trifluoromethyl)benzyl)amino)phenyl)-6,7-difluorododecanamid